ClC=1C(=CC(=C(C1)NC1=NC(=NC=N1)NC=1C(=CC(=C(C1)NC(C=C)=O)N1[C@H](COCC1)CN(C)C)OC)C(C)(C)O)F (S)-N-(5-(4-(5-chloro-4-fluoro-2-(2-hydroxypropan-2-yl)phenylamino)-1,3,5-triazin-2-ylamino)-2-(3-((dimethylamino)methyl)morpholino)-4-methoxyphenyl)acrylamide